FC1=C(C(=O)O)C=C(C(=C1[N+](=O)[O-])C)F 2,5-difluoro-4-methyl-3-nitroBenzoic acid